The molecule is a straight-chain fatty acid consisting of hexanoic acid having an oxo group at position 2. It has a role as a human blood serum metabolite. It is a 2-oxo monocarboxylic acid, an oxo fatty acid, a medium-chain fatty acid and a straight-chain fatty acid. It derives from a hexanoic acid. It is a conjugate acid of a 2-oxohexanoate. CCCCC(=O)C(=O)O